N-(3-(5-((3-acrylamido-4-(morpholine-4-carbonyl)phenyl)amino)-1-methyl-6-oxo-1,6-dihydropyridin-3-yl)-2-methylphenyl)-4-methyl-3-(trifluoromethyl)benzamide C(C=C)(=O)NC=1C=C(C=CC1C(=O)N1CCOCC1)NC1=CC(=CN(C1=O)C)C=1C(=C(C=CC1)NC(C1=CC(=C(C=C1)C)C(F)(F)F)=O)C